tert-butyl 4-((1r,3r)-3-((4-(2-(3-amino-6-(2-hydroxyphenyl)pyridazin-4-yl)-2-fluorovinyl)pyridin-2-yl)oxy)cyclobutoxy)piperidine-1-carboxylate NC=1N=NC(=CC1C(=CC1=CC(=NC=C1)OC1CC(C1)OC1CCN(CC1)C(=O)OC(C)(C)C)F)C1=C(C=CC=C1)O